CC1=C(CCN(C1)C(=O)OC(C)(C)C)O[Si](C)(C)C tert-butyl 5-methyl-4-trimethylsilyloxy-3,6-dihydro-2H-pyridine-1-carboxylate